Arachidyl-carnitine C(CCCCCCCCCCCCCCCCCCC)C(O)(C[N+](C)(C)C)CC([O-])=O